8-Aminobenzo[5,6][1,4]dioxino[2,3-b]pyrazin NC1=CC2=C(OC=3C(=NC=CN3)O2)C=C1